CC(CCC)(CCCC)O 4-methyl-4-octanol